BrC1=CC=C(C=C1)C1N(CC(C1)O)C(=O)OC(C)(C)C tert-butyl 2-(4-bromophenyl)-4-hydroxy-pyrrolidine-1-carboxylate